C1C(CCCCCCCCCCC=CCCCC(=O)O)O1 13-epoxyoctadecenoic acid